6-methyl-3-azabicyclo[4.1.0]heptane CC12CCNCC2C1